C(C1=CC=CC=C1)C=1N=C(C2=C(N1)CN(CC2)C(C=C)=O)C2=NN(C=C2)C 1-(2-benzyl-4-(1-methyl-1H-pyrazol-3-yl)-5,8-dihydropyrido[3,4-d]pyrimidin-7(6H)-yl)prop-2-en-1-one